2-(4-Methyl-2-oxo-1H-1,6-naphthyridin-3-yl)propanoic acid CC1=C(C(NC2=CC=NC=C12)=O)C(C(=O)O)C